tert-butyl 3,4,5,6-tetrahydropyrrolo[3,4-c]pyrrole-2(1H)-carboxylate C1N(CC2=C1CNC2)C(=O)OC(C)(C)C